CC12C3C=CC(C(C31)=C)(C2C)C 1,5,8-trimethyl-6-methylidenetricyclo[3.2.1.02,7]oct-3-en